fmoc-methionine C(=O)(OCC1C2=CC=CC=C2C2=CC=CC=C12)N[C@@H](CCSC)C(=O)O